1-(3-amino-6-(2-hydroxyphenyl)pyridazin-4-yl)-N-((1-(4-(4-(4-((2,6-dioxopiperidin-3-yl)oxy)phenyl)piperidin-1-yl)butanoyl)piperidin-4-yl)methyl)-4-phenylpiperidine-4-carboxamide NC=1N=NC(=CC1N1CCC(CC1)(C(=O)NCC1CCN(CC1)C(CCCN1CCC(CC1)C1=CC=C(C=C1)OC1C(NC(CC1)=O)=O)=O)C1=CC=CC=C1)C1=C(C=CC=C1)O